C(C1=CC=CC=C1)[C@]1(O)[C@@H]([C@@H](OC(C)=O)[C@@H](OC(C)=O)[C@H](O1)COC(C)=O)NC(C(F)(F)F)=O benzyl-2-deoxy-2-trifluoroacetamido-3,4,6-tri-O-acetyl-beta-D-galactopyranose